phenyl p-toluenesulfonate (phenyl p-toluenesulfonate) C1(=CC=CC=C1)CC1=CC=C(C=C1)S(=O)(=O)O.CC1=CC=C(C=C1)S(=O)(=O)OC1=CC=CC=C1